(R)-2-methyl-6-(3-methylpyridin-4-yl)-N-(1-(3-nitro-5-(trifluoromethyl)phenyl)ethyl)-7-(pyrrolidin-1-yl)pyrido[2,3-d]pyrimidin-4-amine CC=1N=C(C2=C(N1)N=C(C(=C2)C2=C(C=NC=C2)C)N2CCCC2)N[C@H](C)C2=CC(=CC(=C2)C(F)(F)F)[N+](=O)[O-]